N-[[4-(chloromethyl)-2-fluoro-phenyl]methyl]carbamic acid tert-butyl ester C(C)(C)(C)OC(NCC1=C(C=C(C=C1)CCl)F)=O